5-(5-chloro-2-fluorophenyl)-N-[4-(difluoromethoxy)-2,5-difluorophenyl]-1H-pyrrole-3-sulfonamide ClC=1C=CC(=C(C1)C1=CC(=CN1)S(=O)(=O)NC1=C(C=C(C(=C1)F)OC(F)F)F)F